HydroxyRicinoleic acid OC(C(=O)O)CCCCCC\C=C/C[C@H](O)CCCCCC